C(C)(C)(C)OC(=O)N1CC(C(CC1)=CF)(C)C(N(C)OC)=O 4-(fluoromethylene)-3-(methoxy(methyl)carbamoyl)-3-methylpiperidine-1-carboxylic acid tert-butyl ester